Ethyl 3,7-dimethyl-6-(2-naphthyl)-4-oxo-4,5-dihydropyrazolo[1,5-a]pyrazine-2-carboxylate CC=1C(=NN2C1C(NC(=C2C)C2=CC1=CC=CC=C1C=C2)=O)C(=O)OCC